(S)-tert-butyl 1-(4-(benzylthio)phenylamino)-1-oxo-3-(pyridin-3-yl)propan-2-yl(methyl)carbamate C(C1=CC=CC=C1)SC1=CC=C(C=C1)NC([C@H](CC=1C=NC=CC1)N(C(OC(C)(C)C)=O)C)=O